C(N)(=N)C=1C=C(SC1)CNC(=O)[C@H]1N(C[C@H](C1)C1CCCC1)C(CNC(C1=CC=C(C=C1)OC1=CC=CC=C1)=O)=O (2S,4R)-N-((4-carbamimidoylthiophen-2-yl)methyl)-4-cyclopentyl-1-((4-phenoxybenzoyl)glycyl)pyrrolidine-2-carboxamide